1,2,3,4-Tetra-O-acetyl-6-azido-6-deoxy-α-D-galactopyranose C(C)(=O)O[C@@H]1[C@H](OC(C)=O)[C@@H](OC(C)=O)[C@@H](OC(C)=O)[C@H](O1)CN=[N+]=[N-]